O=C1C(=CC(=CN1)CCNC(=O)N1CCN(CC1)C1=NC=C(C=N1)C(F)(F)F)C(F)(F)F N-(2-(6-oxo-5-(trifluoromethyl)-1,6-dihydropyridin-3-yl)ethyl)-4-(5-(trifluoromethyl)pyrimidine-2-yl)piperazine-1-carboxamide